{4-[4-(morpholin-4-yl)-7H-pyrrolo[2,3-d]pyrimidin-6-yl]phenyl}-[1,4'-bipiperidine]-4-sulfonamide N1(CCOCC1)C=1C2=C(N=CN1)NC(=C2)C2=CC=C(C=C2)C2N(CCC(C2)S(=O)(=O)N)C2CCNCC2